O=C1N(C(CN1C1=CC=CC=C1)=O)C1CC2(CC(C2)OC2=NC=CC=C2C(=O)N)C1 2-{[6-(2,5-dioxo-3-phenylimidazolidin-1-yl)spiro-[3.3]heptan-2-yl]-oxy}pyridine-3-carboxamide